(R)-7-phenyl-4-oxa-6-azaspiro[2.4]heptane-5-one C1(=CC=CC=C1)[C@H]1NC(OC12CC2)=O